rac-(3R*,4R*)-4-{[5-(2,4-Difluoro-phenyl)-isoxazole-3-carbonyl]-amino}-3-dimethylcarbamoyl-piperidine-1-carboxylic Acid Tert-Butyl Ester C(C)(C)(C)OC(=O)N1C[C@H]([C@@H](CC1)NC(=O)C1=NOC(=C1)C1=C(C=C(C=C1)F)F)C(N(C)C)=O |r|